NC1=CC=C(N=N1)C[C@H]1C(NC[C@@H](C1)C(F)(F)F)=O (3S,5R)-3-((6-aminopyridazin-3-yl)methyl)-5-(trifluoromethyl)piperidin-2-one